methoxyphenyl-sulfonium trifluoromethanesulfonate FC(S(=O)(=O)[O-])(F)F.CO[SH+]C1=CC=CC=C1